[Zn].[Ga].[Yb] ytterbium gallium zinc